FC=1C=CC2=C(CN(S2)C)C1C(F)F 5-fluoro-2-methyl-4-difluoromethylbenzo[d]isothiazole